4,5-Dichloro-N'-((4-fluoro-2,6-diisopropylphenyl)carbamoyl)thiophene-2-sulfonimidamide ClC=1C=C(SC1Cl)S(=O)(N)=NC(NC1=C(C=C(C=C1C(C)C)F)C(C)C)=O